tert-butyl 3-((1-((benzyloxy)carbonyl)piperidin-4-yl)methyl)-3,6-diazabicyclo[3.1.1]heptane-6-carboxylate C(C1=CC=CC=C1)OC(=O)N1CCC(CC1)CN1CC2N(C(C1)C2)C(=O)OC(C)(C)C